(2R)-2-{[7-bromo-2-(1-methyl-1H-pyrazol-4-yl)[1,2,4]triazolo[1,5-c]quinazolin-5-yl]amino}butanamide BrC1=CC=CC=2C=3N(C(=NC12)N[C@@H](C(=O)N)CC)N=C(N3)C=3C=NN(C3)C